ethyl 2-(((chlorosulfonyl) oxy) methyl)-2-ethylbutyrate ClS(=O)(=O)OCC(C(=O)OCC)(CC)CC